COC(=O)C1CCC(CC1)C=O.N1C=C(C2=CC=CC=C12)C1=C2C(C(N(C2=CC(=C1)C(=O)N)CC1=CN(C=C1)C1=CC=CC=C1)=O)(C)C (1H-indol-3-yl)-3,3-dimethyl-2-oxo-1-((1-phenylpyrrol-3-yl)methyl)indoline-6-carboxamide methyl-(1r,4r)-4-formylcyclohexane-1-carboxylate